CC1=C(C(=O)P(C2CCCCC2)(C2CCCCC2)=O)C(=CC=C1)C 2,6-dimethylbenzoyl-dicyclohexyl-phosphine oxide